1-((1H-imidazol-1-yl)sulfonyl)-3-methyl-1H-imidazol-3-ium trifluoromethanesulfonate FC(S(=O)(=O)[O-])(F)F.N1(C=NC=C1)S(=O)(=O)N1C=[N+](C=C1)C